FC(COCCCN1N=C2C=C(C(=CC2=C1)NC(=O)C1=NC(=CC=C1)C(F)(F)F)C(=O)OC)(F)F methyl 2-[3-(2,2,2-trifluoroethoxy)propyl]-5-({[6-(trifluoromethyl)pyridine-2-yl]carbonyl}amino)-2H-indazole-6-carboxylate